BrCC=1C(=NC2=C(C=CN=C2C1)OC(C)C)Cl (bromomethyl)-2-chloro-8-isopropoxy-1,5-naphthyridine